CCCCCCCCCCCCCCC(C(=O)SCCNC(=O)CCNC(=O)[C@@H](C(C)(C)COP(=O)(O)OP(=O)(O)OC[C@@H]1[C@H]([C@H]([C@@H](O1)N2C=NC3=C(N=CN=C32)N)O)OP(=O)(O)O)O)O The molecule is a hydroxy fatty-acyl-CoA that results from the formal condensation of the thiol group of coenzyme A with the carboxy group of 2-hydroxypalmitic acid. It is a long-chain fatty acyl-CoA, a hydroxy fatty acyl-CoA and an 11,12-saturated fatty acyl-CoA. It derives from a 2-hydroxyhexadecanoic acid. It is a conjugate acid of a 2-hydroxypalmitoyl-CoA(4-).